(2-(3-Nitro-1H-pyrazol-1-yl)ethyl)carbamic acid tert-butyl ester C(C)(C)(C)OC(NCCN1N=C(C=C1)[N+](=O)[O-])=O